C1(=CC=CC=C1)S(=O)(=O)N1CCC(CC1)CN([C@@H]1CC2=C(N=C(S2)N)CC1)CCC (S)-N6-((1-(phenylsulfonyl)piperidin-4-yl)methyl)-N6-propyl-4,5,6,7-tetrahydrobenzo[d]thiazole-2,6-diamine